ClC=1C(=C2CCCCN2C1C(C(=O)NCC(C)(C)O)=O)C(=O)NC1=CC(=NC=C1)F 2-chloro-N-(2-fluoropyridin-4-yl)-3-(2-((2-hydroxy-2-methylpropyl)amino)-2-oxoacetyl)-5,6,7,8-tetrahydroindolizine-1-carboxamide